(S)-N-(4-(4-acetamidophenyl)thiazol-2-yl)-1-cyano-N-methylpyrrolidine-2-carboxamide C(C)(=O)NC1=CC=C(C=C1)C=1N=C(SC1)N(C(=O)[C@H]1N(CCC1)C#N)C